4-(aminomethyl)-4,5,6,7-tetrahydrobenzo[b]thiophen-4-ol NCC1(CCCC=2SC=CC21)O